C(C1=CC=CC=C1)N1CCC(CC1)C 1-benzyl-4-methyl-piperidine